N-(4-(2-oxazoline-2-yl)phenyl)acrylamide O1C(=NCC1)C1=CC=C(C=C1)NC(C=C)=O